[C@H]12CN(C[C@H](CC1)N2)C2=NC(=NC1=C(C(=C(C=C21)Cl)C2=CC=CC1=CC=CC=C21)F)OCC(CN2CCCC2)(F)F 4-((S or R)-4-((1R,5S)-3,8-diazabicyclo[3.2.1]octan-3-yl)-6-chloro-2-(2,2-difluoro-3-(pyrrolidin-1-yl)propoxy)-8-fluoro-quinazolin-7-yl)naphthalen